(3R)-1-{6-chloro-2-[2-(1-methyl-1H-imidazol-2-yl)ethoxy]pyrimidin-4-yl}-3-methylpiperidin-3-ol ClC1=CC(=NC(=N1)OCCC=1N(C=CN1)C)N1C[C@@](CCC1)(O)C